6,7-difluoro-3,3-dimethyl-1,2,3,3a,4,9-hexahydropyrrolo[2,1-b]quinazolin-9-one FC=1C(=CC=2C(N3C(NC2C1)C(CC3)(C)C)=O)F